ClC(C(F)F)(Cl)COCC(C(F)F)(Cl)Cl 1,1-dichloro-2,2-difluoroethylmethylether